2-methyl-butanetriol CC(C(O)(O)O)CC